[Cl-].C(#N)CC(C[NH3+])O (L)-3-cyano-2-hydroxypropyl-ammonium chloride